C(C)(=O)O.C(C1=CC=CC=C1)N(CCC[Si](OC)(OC)OC)CCN N-Benzyl-N-(2-aminoethyl)-3-aminopropyltrimethoxysilane acetate